[Cl-].[Cl-].[Cl-].C1(C=CC=C1)[Ti+3] (cyclopentadienyl)titanium (IV) trichloride